FC1=C(C=CC(=C1)F)C1CCC2=NNC(N21)=O 5-(2,4-difluorophenyl)-2,5,6,7-tetrahydro-3H-pyrrolo[2,1-c][1,2,4]triazol-3-one